cis-3-amino-6'-chloro-2'-n-propyl-1',2'-dihydro-3'H-spiro[cyclobutane-1,4'-isoquinoline]-3'-one NC1CC2(C(N(CC3=CC=C(C=C23)Cl)CCC)=O)C1